1-(2,2-diethoxyethyl)imidazol-2-amine C(C)OC(CN1C(=NC=C1)N)OCC